(R)-4-[(4-fluoro-3-methoxy-phenyl)-methyl-amino]-methyl-4,5-dihydro-oxazol-2-ylamine FC1=C(C=C(C=C1)N([C@@H]1N=C(OC1)NC)C)OC